1-(4-((2-methyl-6-nitrophenyl)amino)piperidin-1-yl)-2-(4-(trifluoromethyl)phenyl)ethan-1-one CC1=C(C(=CC=C1)[N+](=O)[O-])NC1CCN(CC1)C(CC1=CC=C(C=C1)C(F)(F)F)=O